C(=O)C1=C(C(=O)OCCCC)C=CC=C1 Butyl 2-formylbenzoate